3-ethyl-Oxetane C(C)C1COC1